tert-Butyl 7-(6-((2-amino-2-oxo-1-phenylethyl)thio)-3,5-dicyano-4-ethylpyridin-2-yl)-2,7-diazaspiro[3.5]nonane-2-carboxylate NC(C(C1=CC=CC=C1)SC1=C(C(=C(C(=N1)N1CCC2(CN(C2)C(=O)OC(C)(C)C)CC1)C#N)CC)C#N)=O